BrC1=CC=C(C=C1)[C@@H](CCNCC(=O)N)C(=O)N1CCN(CC1)C=1C2=C(N=CN1)[C@@H](C[C@H]2C)O 2-((R)-3-(4-bromophenyl)-4-(4-((5R,7R)-7-hydroxy-5-methyl-6,7-dihydro-5H-cyclopenta[d]pyrimidin-4-yl)piperazin-1-yl)-4-oxobutylamino)acetamide